3,4-bis(α-hydroxyisopropyl)furan OC(C)(C)C1=COC=C1C(C)(C)O